CC1=CN=CN1C=1C=C(C=C(C1)C(F)(F)F)C1=NC2=C(N1)C=CC(=C2)N 2-(3-(5-methyl-1H-imidazol-1-yl)-5-(trifluoromethyl)phenyl)-1H-benz[d]imidazol-5-amine